ClC1=NC(=CC=C1C(=O)OC)C(F)(F)F methyl 2-chloro-6-(trifluoromethyl)pyridine-3-carboxylate